(2-amino-2-(hydroxyimino)ethyl)phosphonic acid NC(CP(O)(O)=O)=NO